O1C(=CC=C1C(=O)OC)C=1OC(=CC1)C(=O)OC dimethyl 2,2'-bifuran-5,5'-dicarboxylate